5-chloro-1-(2,2-difluorocyclopropyl)-1H-pyrazol ClC1=CC=NN1C1C(C1)(F)F